C(C(=O)C=O)OP(=O)([O-])[O-] The molecule is dianion of hydroxypyruvaldehyde phosphate arising from deprotonation of both of the phosphate OH groups. It is a conjugate base of a hydroxypyruvaldehyde phosphate.